tert-butyl 4-(2-(4-chloro-5-((3-fluoro-5-(phenylethynyl)pyridin-2-yl)carbamoyl)-1H-pyrazol-1-yl)ethyl)piperazine-1-carboxylate ClC=1C=NN(C1C(NC1=NC=C(C=C1F)C#CC1=CC=CC=C1)=O)CCN1CCN(CC1)C(=O)OC(C)(C)C